4-((2-methoxy-3-(1-methyl-1H-pyrazol-3-yl)phenyl)amino)-N-methylpyrimidine COC1=C(C=CC=C1C1=NN(C=C1)C)NC1=NCN(C=C1)C